CNC(=O)[C@H](C1=CC=CC=C1)NC(=O)C=1C=2C[C@@H]3[C@H](C2N(N1)C1=C(C=C(C=C1)F)F)C3 (1aR,5aR)-2-(2,4-Difluoro-phenyl)-1a,2,5,5a-tetrahydro-1H-2,3-diaza-cyclopropa[a]pentalene-4-carboxylic acid ((S)-methylcarbamoyl-phenyl-methyl)-amide